OC1=C(C=CC=C1)C=1OC2=C(C(N1)=O)C=CC=C2 2-(2-hydroxyphenyl)-4H-1,3-benzoxazin-4-one